BrC=1C=C2C=NN(C2=CC1)CC1=CN=CN1C 5-bromo-1-((1-methyl-1H-imidazol-5-yl)methyl)-1H-indazole